N1C(=NC2=C1C=CC=C2)C=2C=C(C=CC2F)C2=NN(C(=C2CC2=CC(=C(C=C2)S(N)(=O)=O)F)CC2CC2)C=2SC=C(N2)C(=O)O 2-(3-(3-(1H-benzo[d]imidazol-2-yl)-4-fluorophenyl)-5-(cyclopropylmethyl)-4-(3-fluoro-4-sulfamoylbenzyl)-1H-pyrazol-1-yl)thiazole-4-carboxylic acid